(R)-4-(4-(2-(5-amino-8-(furan-2-yl)-2-oxothiazolo[5,4-e][1,2,4]triazolo[1,5-c]pyrimidin-3(2H)-yl)ethyl)piperazin-1-yl)-3-fluoro-N-(2-(methyl-sulfinyl)ethyl)benzamide NC1=NC2=C(C=3N1N=C(N3)C=3OC=CC3)SC(N2CCN2CCN(CC2)C2=C(C=C(C(=O)NCC[S@](=O)C)C=C2)F)=O